C1(=CC=CC2=CC=C3C=C4C=CC=CC4=CC3=C12)C1=CN=C(N=N1)C1=CC=C(C=C1)C=1N=NC=CN1 6'-tetraphenyl-3,3'-(1,4-phenylene)-bis[1,2,4]triazine